CC1NCCC(C1)N1C[C@H]2N(C=3C(=NN=C(C3)C3=C(C=CC=C3)O)NC2)CC1 2-((6aS)-8-(2-methylpiperidin-4-yl)-6,6a,7,8,9,10-hexahydro-5H-pyrazino[1',2':4,5]pyrazino[2,3-c]pyridazin-2-yl)phenol